iron (III) 5,10,15,20-tetra(4-sulfonylphenyl)porphyrin S(=O)(=O)=C1CC=C(C=C1)C=1C2=CC=C(N2)C(=C2C=CC(C(=C3C=CC(=C(C=4C=CC1N4)C4=CCC(C=C4)=S(=O)=O)N3)C3=CCC(C=C3)=S(=O)=O)=N2)C2=CCC(C=C2)=S(=O)=O.[Fe+3]